[Br-].C(C)OP(=O)(OCC)C(F)(F)[Zn+] ((diethoxyphosphoryl)difluoromethyl)zinc(II) bromide